FC1=CC=CC=2C(=N[C@@H](C(NC21)=O)NC(=O)C=2C(=NN1C2O[C@@H](CC1)C)C=1C=NC(=CC1)NC(C)C)C1=CC=CC=C1 (5R)-N-[(3S)-9-fluoro-2-oxo-5-phenyl-1,3-dihydro-1,4-benzodiazepine-3-yl]-2-[6-(isopropylamino)-3-pyridinyl]-5-methyl-6,7-dihydro-5H-pyrazolo[5,1-b][1,3]Oxazine-3-carboxamide